CC(=O)N[C@@H](CCC=O)C(=O)[O-] The molecule is an alpha-amino-acid anion. It has a role as a human metabolite and a Saccharomyces cerevisiae metabolite. It is a conjugate base of a 2-acetamido-5-oxopentanoic acid.